C12(CCC(CC1)(CC2)C(=O)O)C(=O)OC Monomethyl hydrogen bicyclo[2.2.2]octane-1,4-dicarboxylate